C(#N)C=1C=NN2C1N=CC=C2C2=CC=C(C=C2)Cl 3-cyano-7-(4-chloro-phenyl)-pyrazolo[1,5-a]pyrimidine